4-chloropentylethoxymethyl ether ClC(CCCC(OCC)OC(CCCC(C)Cl)OCC)C